3-(benzenesulfonyl)-1,2,5-oxadiazol 2-oxide C1(=CC=CC=C1)S(=O)(=O)C1=[N+](ON=C1)[O-]